ClC=1C=CC(=C2CN(C(C12)=O)C)C(=O)C1CC2(CN(C2)CCCC=2C=NNC(C2Cl)=O)C1 7-chloro-4-[2-[3-(5-chloro-6-oxo-1H-pyridazin-4-yl)propyl]-2-azaspiro[3.3]heptane-6-carbonyl]-2-methyl-isoindolin-1-one